IC1(OCCC(O1)CN(C)C)I 2,2-diiodo-4-dimethylaminomethyl-[1,3]-dioxane